ClC1=C(C=C(C=C1)C1=CN(C(C=C1)=O)C(C)C)C[C@@H](C(=O)NC1=CC(=C(C=C1)C=1N(N=CC1)C)O)NC(=O)C=1C(=NOC1)C N-[(1S)-1-[[2-chloro-5-(1-isopropyl-6-oxo-3-pyridyl)phenyl]methyl]-2-[3-hydroxy-4-(2-methylpyrazol-3-yl)anilino]-2-oxo-ethyl]-3-methyl-isoxazole-4-carboxamide